C1N(CC12CCNCC2)C2=NC=NC1=CC=C(C=C21)CCC2=CC=CC=C2 4-(2,7-Diazaspiro[3.5]non-2-yl)-6-(2-phenylethyl)quinazoline